N-(2-carbamoyl-4-chloro-6-methyl-phenyl)-2-(cyclohexen-1-yl)-5-(trifluoromethyl)pyrazole-3-carboxamide C(N)(=O)C1=C(C(=CC(=C1)Cl)C)NC(=O)C=1N(N=C(C1)C(F)(F)F)C1=CCCCC1